2,6-dimethyl-3,5-heptanediol benzoate C(C1=CC=CC=C1)(=O)OC(C(C)C)CC(C(C)C)O